3,4-dihydrospiro[benzo[b][1,4]oxazine-2,1'-cyclopropane]-8-carboxylic acid C12(CC1)CNC1=C(O2)C(=CC=C1)C(=O)O